[Si](C)(C)(C(C)(C)C)OCC(CC=O)(C)C 4-{[tert-Butyl(dimethyl)silyl]oxy}-3,3-dimethylbutanal